C(C)(C)(C)OC(=O)N1C[C@@H]2COC3=C(CN2CC1)C=C(C(=C3Cl)Br)C#CC (12aR)-9-bromo-10-chloro-8-(prop-1-yn-1-yl)-3,4,12,12a-tetrahydro-6H-pyrazino[2,1-c][1,4]benzooxazepine-2(1H)-carboxylic acid tert-butyl ester